COC1=C(NCCNCCCC2=C(C(N(C(N2C)=O)C)=O)N)C=CC=C1 (3-(2-(2-methoxyanilino)-ethylamino)-propyl)-amino-1,3-dimethyluracil